((2S,4S)-1-acryloyl-4-(7-bromo-8-chloro-4-(3-(dimethylamino)azetidin-1-yl)-6-fluoro-1H-pyrazolo[4,3-c]quinolin-1-yl)piperidin-2-yl)acetonitrile C(C=C)(=O)N1[C@@H](C[C@H](CC1)N1N=CC=2C(=NC=3C(=C(C(=CC3C21)Cl)Br)F)N2CC(C2)N(C)C)CC#N